CC(CC(C(=O)N)C)CC (2-methylbutyl)propanamide